(S)-N-(1-(4-(1-naphthoyl)piperazin-1-yl)-6-acrylamido-1-oxohexan-2-yl)benzamide C1(=CC=CC2=CC=CC=C12)C(=O)N1CCN(CC1)C([C@H](CCCCNC(C=C)=O)NC(C1=CC=CC=C1)=O)=O